Amino vinyl sulfone C(=C)S(=O)(=O)N